CC1=C(C(=O)N[C@H](C)C2=CC=CC3=CC=CC=C23)C=C(C=C1)NC=1C(NC=CC1)=O (R)-2-Methyl-N-(1-(naphthalen-1-yl)ethyl)-5-((2-oxo-1,2-dihydropyridin-3-yl)amino)benzamide